ClC1=CC=C(C(=N1)C(=O)O)N[C@H](C)C1=C2N=C(C(=NC2=CC(=C1)C)C#N)N1CC(CCC1)C(F)(F)F 6-chloro-3-(((1R)-1-(2-cyano-7-methyl-3-(3-(trifluoromethyl)piperidin-1-yl)quinoxalin-5-yl)ethyl)amino)picolinic acid